CP(=O)(C)C1=CC(=CC=N1)OC 6-(dimethylphosphoryl)-4-methoxypyridine